CC1(OC=2C(=NC(=CC2)C=2C(=CC(=NC2)NC(C)=O)NC2=NC(=CC(=C2)C2COCCC2)S(=O)(=O)C)OC1)C N-(5-(2,2-dimethyl-2,3-dihydro-[1,4]dioxino[2,3-b]pyridin-6-yl)-4-((6-(methylsulfonyl)-4-(tetrahydro-2H-pyran-3-yl)pyridin-2-yl)amino)pyridin-2-yl)acetamide